Cl.C(C)N Ethan-1-amine hydrochloride